C12(CC3CC(CC(C1)C3)C2)P(CCCC)C2C3CC1CC(CC2C1)C3.[S].[Na] Sodium Sulfur (3S,5S,7S)-adamantan-1-yl-((R-15S)-adamantan-2-yl)(butyl)phosphine